ClC=1C=CC(=C(C1)C1=C2C(=NC=C1)C(=CS2)C(=O)O)OCCN2C(=NC1=CC(=C(C(=C1C2=O)C#N)N2CCN(CC2)C2COC2)C(F)(F)F)C 7-(5-Chloro-2-(2-(5-cyano-2-methyl-6-(4-(oxetan-3-yl)piperazin-1-yl)-4-oxo-7-(trifluoromethyl)quinazolin-3(4H)-yl)ethoxy)phenyl)thieno[3,2-b]pyridine-3-carboxylic acid